3-(4-((2-((3-((4-(4-(8-bromoquinoxalin-2-yl)-1H-pyrazol-1-yl)piperidin-1-yl)methyl)phenyl)amino)pyrimidin-4-yl)amino)-1-oxoisoindolin-2-yl)piperidine-2,6-dione BrC=1C=CC=C2N=CC(=NC12)C=1C=NN(C1)C1CCN(CC1)CC=1C=C(C=CC1)NC1=NC=CC(=N1)NC1=C2CN(C(C2=CC=C1)=O)C1C(NC(CC1)=O)=O